N4-(5-((3-methyloxetan-3-yl)amino)pyridin-2-yl)-N6-(3-(S-methylsulfonimidoyl)pyridin-2-yl)pyrimidine-4,6-diamine CC1(COC1)NC=1C=CC(=NC1)NC1=NC=NC(=C1)NC1=NC=CC=C1S(=O)(=N)C